CC=1N(CCC(N1)C(=O)O)C 2-methyl-1,4,5,6-Tetrahydro-methyl-pyrimidine-4-carboxylic acid